(2R)-1-[[5-[(Z)-[5-[[(2,6-Dichlorophenyl)methyl]sulfonyl]-1,2-dihydro-2-oxo-3H-indol-3-ylidene]methyl]-2,4-dimethyl-1H-pyrrol-3-yl]carbonyl]-2-(1-pyrrolidinylmethyl)pyrrolidine CC1=C(NC(=C1C(=O)N2CCC[C@@H]2CN3CCCC3)C)/C=C\4/C5=C(C=CC(=C5)S(=O)(=O)CC6=C(C=CC=C6Cl)Cl)NC4=O